FC1=C(C=CC(=C1C=1C=CC=2N(C1)C=NC2C2=NN(C=C2)C)F)NS(=O)(=O)C=2C(=NC=C(C2)F)C N-[2,4-difluoro-3-[1-(1-methylpyrazol-3-yl)imidazo[1,5-a]pyridin-6-yl]phenyl]-5-fluoro-2-methylpyridine-3-sulfonamide